7-[[N-[tert-butyl(dimethyl)silyl]-S-(2-methylthiazol-5-yl)sulfonimidoyl]amino]-4-methyl-1H-indole-3-carbonitrile [Si](C)(C)(C(C)(C)C)N=S(=O)(C1=CN=C(S1)C)NC=1C=CC(=C2C(=CNC12)C#N)C